N-[[(2R)-2-(3-cyanophenyl)oxetan-2-yl]methyl]bicyclo[2.2.2]octane-2-carboxamide C(#N)C=1C=C(C=CC1)[C@@]1(OCC1)CNC(=O)C1C2CCC(C1)CC2